S1N=NC2=C1C=CC=C2 aza-Benzothiazole